dihydrodispiro[cyclopropane-1,1'-cyclohexane-4',3''-indole]-1''-carboxylic acid tert-butyl ester C(C)(C)(C)OC(=O)N1CC2(C3CC=CC=C13)CCC1(CC2)CC1